2-(((benzyloxy)carbonyl)amino)propane C(C1=CC=CC=C1)OC(=O)NC(C)C